6-chloro-5-(p-methoxyphenyl)-4-pyrimidinylamine ClC1=C(C(=NC=N1)N)C1=CC=C(C=C1)OC